nitroquinoxaline-2,3-dione C1=CC2=NC(=O)C(=O)N=C2C(=C1)[N+](=O)[O-]